N-[(1S)-2,2-dicyclopropyl-1-[[1-[[3-(cyclopropylmethyl)-triazol-4-yl]methyl]pyrazol-4-yl]carbamoyl]ethyl]-2-iso-propyl-pyrazole-3-carboxamide C1(CC1)C([C@@H](C(NC=1C=NN(C1)CC=1N(N=NC1)CC1CC1)=O)NC(=O)C=1N(N=CC1)C(C)C)C1CC1